malamat C(C(O)CC(=O)N)(=O)[O-]